CC1(C(=O)O)C(C(=O)O)C(CC=C1)=C methyl-endo-methylenetetrahydrophthalic acid